(R)-8-(8-(2,3-dichlorophenyl)-7-methyl-[1,2,4]triazolo[1,5-c]pyrimidin-5-yl)-8-azaspiro[4.5]decan-1-amine ClC1=C(C=CC=C1Cl)C=1C=2N(C(=NC1C)N1CCC3(CCC[C@H]3N)CC1)N=CN2